6-[1-(2,2-difluoroethyl)-1H-pyrazolo[3,4-b]pyrazin-6-yl]-2-[2-(trifluoromethyl)pyridin-4-yl]-2,6-diazaspiro[3.4]octan-5-one FC(CN1N=CC=2C1=NC(=CN2)N2C(C1(CN(C1)C1=CC(=NC=C1)C(F)(F)F)CC2)=O)F